N-[(3R)-7-[(3aR,6aR)-3a-methoxy-octahydropyrrolo[3,4-c]pyrrol-2-yl]-3,4-dihydro-2H-1-benzopyran-3-yl]-3-amino-6-methylthieno[2,3-b]pyridine-2-carboxamide CO[C@]12[C@H](CNC1)CN(C2)C2=CC1=C(C[C@H](CO1)NC(=O)C1=C(C=3C(=NC(=CC3)C)S1)N)C=C2